CSC1CN(C1)C(=O)OC(C)(C)C 3-(methylthio)azetidine-1-carboxylic acid, Tert-butyl ester